CC=1C(=C(C=CC1)C=1C(=NC2=CC=CC=C2C1)CC(C)C)C.CC=1C(=C(C=CC1)C=1C(=NC2=CC=CC=C2C1)CC(C)C)C.[Ir+3] iridium(III) bis[(dimethylphenyl)isobutylquinoline]